2,3-Dihydro-benzo[b]pyrrol N1C2=C(CC1)C=CC=C2